1,6-Dichlorohexan 2-[2-(tert-butoxycarbonylamino)ethoxy]ethyl-4-methylbenzenesulfonate C(C)(C)(C)OC(=O)NCCOCCOS(=O)(=O)C1=CC=C(C=C1)C.ClCCCCCCCl